CC1(OC2(CCN(CC2)CC=2C=NN(C2)CCS(=O)(=O)C)C2=CC(=CC=C12)C)C 1,1,5-trimethyl-1'-[[1-(2-methylsulfonylethyl)pyrazol-4-yl]methyl]spiro[isobenzofuran-3,4'-piperidine]